C(C)(C)(C)[C@H]1C[C@H]([C@@H](O1)C(=O)NC1=CC(=NC=C1)C(=O)N)C1=C(C(=C(C=C1)F)F)OC (2R,3S,5R)-4-[[5-tert-butyl-3-(3,4-difluoro-2-methoxy-phenyl)tetrahydrofuran-2-carbonyl]amino]pyridine-2-carboxamide